((2-(2-methoxyethyl)-1,2,3,4-tetrahydroisoquinolin-7-yl)(isopropyl)amino)-1-methylpyridin-2(1H)-one COCCN1CC2=CC(=CC=C2CC1)N(C(C)C)C=1C(N(C=CC1)C)=O